C(C(=C)C)(=O)OCCOCCOCCOC(C(=C)C)=O triethyleneglycol dimethacrylate